(S)-(4-(4-chloro-2-fluorobenzyl)thiazol-2-yl)(3-methylpiperazin-1-yl)methanone ClC1=CC(=C(CC=2N=C(SC2)C(=O)N2C[C@@H](NCC2)C)C=C1)F